ClC=1N=C2N(C=C(C=C2)S(=O)(=O)N)C1[N+](=O)[O-] 2-chloro-3-nitroimidazo[1,2-a]pyridine-6-sulfonamide